NC1=C2C(=NC=N1)N(N=C2C2=CC=C(C=C2)OC2=CC=CC=C2)C2CNCCC2 3-(4-amino-3-(4-phenoxyphenyl)-1H-pyrazolo[3,4-d]pyrimidin-1-yl)piperidin